ClC=1C(=NC=CC1)C=1C=NNC1 3-chloro-2-(1H-pyrazol-4-yl)pyridine